ClC=1C=C(C=CC1OC)C=CN1CN(CN(C1)C(Cl)(Cl)Cl)C(Cl)(Cl)Cl 1-{2-(3-chloro-4-methoxyphenyl)ethenyl}-3,5-bis(trichloromethyl)-s-triazine